COC1=NC=CC(=C1)C1OCCN(C1)C1=CC=2N=C(N(C(C2C(=N1)C12CC(C1)(C2)C(F)(F)F)=O)C)C 7-(2-(2-methoxypyridin-4-yl)morpholino)-2,3-dimethyl-5-(3-(trifluoromethyl)bicyclo[1.1.1]pentan-1-yl)pyrido[4,3-d]pyrimidin-4(3H)-one